N-(5-(4-(2,6-diazaspiro[3.4]oct-6-yl)quinazolin-6-yl)-2-methoxypyridin-3-yl)-2,6-difluorobenzenesulfonamide trifluoroacetate FC(C(=O)O)(F)F.C1NCC12CN(CC2)C2=NC=NC1=CC=C(C=C21)C=2C=C(C(=NC2)OC)NS(=O)(=O)C2=C(C=CC=C2F)F